(4-methoxy-phenyl) acrylate C(C=C)(=O)OC1=CC=C(C=C1)OC